BrC1=NNC2=CC=C(C=C12)[N+](=O)[O-] 3-bromo-5-nitro-1H-indazole